tert-butyl (s)-4-(6-(4-(acetoxymethyl)piperidin-1-yl)-1-oxoisoindolin-2-yl)-5-amino-5-oxopentanoate C(C)(=O)OCC1CCN(CC1)C1=CC=C2CN(C(C2=C1)=O)[C@@H](CCC(=O)OC(C)(C)C)C(=O)N